N[C@H](C(=O)O)CCC(NCC1(CC1)CN)=O (2S)-2-amino-4-({[1-(aminomethyl)cyclopropyl]methyl}carbamoyl)butanoic acid